[Cl-].C(CCCCCCCCCCCCCCCCCCCCC)(=O)NCCC[N+](CC(CO)O)(C)C behenamidopropyl-N,N-dimethyl-N-(2,3-dihydroxypropyl)ammonium chloride